OC1(CCN(CC1)C(=O)OC(C)(C)C)C1=C(C=CC(=C1)C)CO tert-butyl 4-hydroxy-4-[2-(hydroxymethyl)-5-methyl-phenyl]piperidine-1-carboxylate